FC1=C(C=CC(=C1)OC)C=1C=CC(N(N1)CC1=CC=C(C=C1)C=C)=O 6-(2-fluoro-4-methoxyphenyl)-2-(4-vinylbenzyl)pyridazin-3(2H)-one